C(#N)N1CCC(CC1)N1N=NC(=C1C)C=1C=C(C=2N(C1)N=CC2C#N)OC(CO)C2=CN=CC1=CC=CC=C21 6-[1-(1-cyano-4-piperidyl)-5-methyl-triazol-4-yl]-4-[2-hydroxy-1-(4-isoquinolyl)ethoxy]pyrazolo[1,5-a]pyridine-3-carbonitrile